Cl(=O)(=O)(=O)[O-].ClC1=C(CCCC1=CC=C1C=C(OC2=C1C=CC=C2)C2=CC=CC=C2)C=CC2=CC(=[O+]C1=C2C=CC=C1)C1=CC=CC=C1 d-4-[2-[2-Chloro-3-[(2-phenyl-4H-1-benzopyran-4-ylidene)ethylidene]-1-cyclohexen-1-yl]ethenyl]-2-phenyl-1-benzopyrylium perchlorate